C(#N)C=1C=C(C=CC1)C1=NN2C(N=C(C=C2)C(=O)NCC2(NC(NC2=O)=O)C)=C1C1=C(C(=NC(=C1)C)C)F 2-(3-cyanophenyl)-3-(3-fluoro-2,6-dimethyl-4-pyridinyl)-N-[(4-methyl-2,5-dioxo-imidazolidin-4-yl)methyl]pyrazolo[1,5-a]pyrimidine-5-carboxamide